5-[3,3-difluoro-1-(3-fluoro-4-nitro-pyrazol-1-yl)propyl]-1-(2,2,2-trifluoroethyl)triazole FC(CC(N1N=C(C(=C1)[N+](=O)[O-])F)C1=CN=NN1CC(F)(F)F)F